4-((R)-1-((3R,7R)-2-(3,4-dichlorobenzoyl)-3,7-dimethyl-10-oxo-1,3,4,7,8,10-hexahydropyrido[4',3':3,4]Pyrazolo[1,5-a]Pyrazin-9(2H)-yl)ethyl)benzonitrile ClC=1C=C(C(=O)N2CC=3C(=NN4C3C(N(C[C@H]4C)[C@H](C)C4=CC=C(C#N)C=C4)=O)C[C@H]2C)C=CC1Cl